C1(CC1)C1=NC(=CC(=C1)C1=CC(=C2C(=N1)N=C(N2)C2=CC=C(C=C2)N2CCC(CC2)C(=O)O)N(C)CC(COC)(C)C)C(F)(F)F 1-(4-{5-[2-Cyclopropyl-6-(trifluoromethyl)pyridin-4-yl]-7-[(3-methoxy-2,2-dimethylpropyl)(methyl)amino]-1H-imidazo[4,5-b]pyridin-2-yl}phenyl)piperidine-4-carboxylic acid